2-(4-aminopentyl)-6-[5-(trifluoromethyl)-2-pyridinyl]isoquinolin-1-one hydrochloride salt Cl.NC(CCCN1C(C2=CC=C(C=C2C=C1)C1=NC=C(C=C1)C(F)(F)F)=O)C